Tert-Butyl 3-(1,3-dioxo-2,3-dihydro-1H-isoindol-2-yl)-1-[[2-(trifluoromethyl)phenyl]methyl]-1H,4H,5H,6H,7H-pyrazolo[4,3-c]pyridine-5-carboxylate O=C1N(C(C2=CC=CC=C12)=O)C1=NN(C2=C1CN(CC2)C(=O)OC(C)(C)C)CC2=C(C=CC=C2)C(F)(F)F